N-(2-(2,2-dimethylpyrrolidin-1-yl)ethyl)-6-methyl-5-((1-methyl-6-((1-methyl-6-oxo-1,6-dihydropyridazin-3-yl)amino)-1H-pyrazolo[3,4-d]pyrimidin-3-yl)amino)nicotinamide CC1(N(CCC1)CCNC(C1=CN=C(C(=C1)NC1=NN(C2=NC(=NC=C21)NC2=NN(C(C=C2)=O)C)C)C)=O)C